N-[5-(1H-benzimidazol-2-yl)-1H-pyrazol-3-yl]-6-(4-methyl-piperazin-1-yl)pyridine-3-carboxamide N1C(=NC2=C1C=CC=C2)C2=CC(=NN2)NC(=O)C=2C=NC(=CC2)N2CCN(CC2)C